CC1(CC(C1)NC(=O)C=1C=CC2=C(C=3N(CCO2)C=NC3)C1)C N-(3,3-Dimethylcyclobutyl)-5,6-dihydrobenzo[f]imidazo[1,5-d][1,4]oxazepine-10-carboxamide